(3-(2,8,9-trioxa-5-aza-1-silabicyclo[3.3.3]undecan-1-yl) propyl)carbamate [Si]12(OCCN(CCO1)CCO2)CCCNC([O-])=O